C1(CC1)C#CC=1C=C(N)C=CC1C(F)(F)F 3-(cyclopropylethynyl)-4-(trifluoromethyl)aniline